COC1=CC(=C(COC(=O)N2C(CCCC2C)C)C(=C1)OC)[N+](=O)[O-] N-[(4,6-dimethoxy-2-nitrobenzyl)oxy]carbonyl-2,6-dimethylpiperidine